CC(CC(C)(OOC(C)(C)CC)C)O 1,3-dimethyl-3-(t-amyl-peroxy)butanol